1-(2-hydroxyethyl)imidazolidine-2-thione OCCN1C(NCC1)=S